C1=CC=CC=2C3=CC=CC=C3C(C12)COC(=O)N1[C@@H](CCC1)C(N[C@@H](C(C)C)C(NC1=CC=C(C=C1)CO)=O)=O (2S)-2-[[(1S)-1-[[4-(hydroxymethyl)phenyl]carbamoyl]-2-methyl-propyl]carbamoyl]pyrrolidine-1-carboxylic acid 9H-fluoren-9-ylmethyl ester